(R)-1-((R)-3-amino-1-(4-((6-amino-9H-purin-9-yl)methyl)-6-(2,4,5-trifluorophenyl)pyridin-3-yl)piperidin-3-yl)-2,2-difluoroethan N[C@@]1(CN(CCC1)C=1C=NC(=CC1CN1C2=NC=NC(=C2N=C1)N)C1=C(C=C(C(=C1)F)F)F)CC(F)F